FC1=CC=C(C=C1)C(CO)C=1C=NC(=NC1)N1CCN(CC1)C(=O)OC(C)(C)C tert-butyl 4-(5-(1-(4-fluorophenyl)-2-hydroxyethyl)pyrimidin-2-yl)piperazine-1-carboxylate